CO[Si](CCCS)(OC)OC 3-(trimethyloxysilyl)-1-propanethiol